naphthyl-benzimidazole C1(=CC=CC2=CC=CC=C12)C=1NC2=C(N1)C=CC=C2